ClC(C)C=1C=CC2=C(N=C(S2)C)C1 5-(1-chloroethyl)-2-methylbenzo[d]thiazole